1,11-diamino-1,5,8,11-tetramethylundecane NC(CCCC(CCC(CCC(C)N)C)C)C